N-((R)-quinuclidin-3-yl)pyrazolo[1,5-a]pyrimidine-3-carboxamide N12C[C@@H](C(CC1)CC2)NC(=O)C=2C=NN1C2N=CC=C1